C(C)N1C=NC=C1C1=CNC2=CC=C(C(=C12)F)I 3-(3-ethylimidazol-4-yl)-4-fluoro-5-iodo-1H-indole